P(=O)(OF)(OF)[O-] Difluoro phosphate